2-methacrylamidoethanesulfonic acid, calcium salt [Ca+2].C(C(=C)C)(=O)NCCS(=O)(=O)[O-].C(C(=C)C)(=O)NCCS(=O)(=O)[O-]